1,3,9-decanetriol C(CC(CCCCCC(C)O)O)O